C[Si](C=1C=C(C=CC1)O)(C=1C=C(C=CC1)O)C1=CC=CC=C1 3,3'-(methyl-(phenyl)silanediyl)diphenol